The molecule is an organic thiophosphate, an organothiophosphate insecticide and an organochlorine insecticide. It has a role as an agrochemical and an EC 3.1.1.7 (acetylcholinesterase) inhibitor. CCOP(=S)(OCC)SCCl